BrC1=CC=C(C=C1)C1N(CC1)S(=O)(=O)C1=CC=C(C)C=C1 2-(4-bromophenyl)-N-p-toluenesulfonylazetidine